(3R,5R)-1-(1,6-dimethyl-5-nitro-1H-benzo[d]imidazol-2-yl)-5-fluoropiperidin-3-amine CN1C(=NC2=C1C=C(C(=C2)[N+](=O)[O-])C)N2C[C@@H](C[C@H](C2)F)N